1-methyloctyl lactate C(C(O)C)(=O)OC(CCCCCCC)C